C#[N+][S-] The molecule is a nitrile sulfide, a hydracid and a one-carbon compound. It is a conjugate acid of a thiofulminate. It is a tautomer of an isothiofulminic acid.